3-(Azetidin-3-ylmethyl)-5,7-difluoro-2-(4-fluorophenyl)-1H-indole N1CC(C1)CC1=C(NC2=C(C=C(C=C12)F)F)C1=CC=C(C=C1)F